2-[[2-(2-methoxy-3-pyridyl)-7-[1-[4-[1-methyl-4-(trifluoromethyl)imidazol-2-yl]phenyl]vinyl]pyrrolo[3,2-d]pyrimidin-5-yl]methoxy]ethyl-trimethyl-silane COC1=NC=CC=C1C=1N=CC2=C(N1)C(=CN2COCC[Si](C)(C)C)C(=C)C2=CC=C(C=C2)C=2N(C=C(N2)C(F)(F)F)C